C(N)(=O)C=1C(=CC2=C([C@@H]3CC4=C(CN3CC2)C(=C(C=C4)OC)OC)C1)OC (S)-2-carbamoyl-3,9,10-trimethoxy-6,8,13,13a-tetrahydro-5H-dibenzo[a,g]quinolizine